ClC=1C(=C(N=C2[C@H]3C([C@@H](CC12)C3)(C)C)N3CCC1(CN(C1)C(=O)OC(C)(C)C)C3)C#N tert-butyl 7-[(1R,9R)-6-chloro-5-cyano-10,10-dimethyl-3-azatricyclo[7.1.1.02,7]undeca-2,4,6-trien-4-yl]-2,7-diazaspiro[3.4]octane-2-carboxylate